C(#N)N1CC2=C(C=C(C=C2C1)NC(=O)C1CCS(CC1)(=O)=O)C1=CC=CC=C1 N-(2-cyano-7-phenylisoindolin-5-yl)tetrahydro-2H-thiopyran-4-carboxamide 1,1-dioxide